COC(C1=C(C=CC(=C1)Br)CBr)=O 5-bromo-2-(bromomethyl)benzoic acid methyl ester